BrC1=C(C=C(C=C1)N1CCOCC1)OC 4-(4-bromo-3-methoxyphenyl)morpholine